N-[3-(N,N-dioctylamino)-4-methoxyphenyl]octanamide C(CCCCCCC)N(CCCCCCCC)C=1C=C(C=CC1OC)NC(CCCCCCC)=O